N-(5-cyanothiazol-2-yl)-[2,2'-bipyridine]-6-carboxamide C(#N)C1=CN=C(S1)NC(=O)C1=CC=CC(=N1)C1=NC=CC=C1